pentaerythritol tris(2-ethylhexanoate) C(C)C(C(=O)OCC(COC(C(CCCC)CC)=O)(COC(C(CCCC)CC)=O)CO)CCCC